4-aminoheptandiamide NC(CCC(=O)N)CCC(=O)N